2,2-dimethyldecane CC(C)(CCCCCCCC)C